(4-cyanotetrahydro-2H-pyran-4-yl)-N-((4,6-dimethyl-2-carbonyl-1,2-dihydropyridin-3-yl)methyl)-5-(ethyl-(tetrahydro-2H-pyran-4-yl)amino)-4-methyl-[1,1'-biphenyl]-3-carboxamide C(#N)C1(CCOCC1)C1=C(C=C(C(=C1C(=O)NCC=1C(NC(=CC1C)C)=C=O)C)N(C1CCOCC1)CC)C1=CC=CC=C1